C(C)(C)(C)OC(=O)N1CC(CC1)C(=O)N1CC2=CC(=CC=C2CC1)NC1=NC=C2C(=N1)N(N=C2NC2=C(C=CC=C2C)C)C 3-(7-((3-((2,6-dimethylphenyl)amino)-1-methyl-1H-pyrazolo[3,4-d]pyrimidin-6-yl)amino)-1,2,3,4-tetrahydroisoquinoline-2-carbonyl)pyrrolidine-1-carboxylic acid tert-butyl ester